4-(2-aminoethyl)-benzenesulfonimidoyl fluoride NCCC1=CC=C(C=C1)S(=O)(=N)F